FC1(CCC2=C1N=C(N=C2C2=CC=C1CC[C@H](C1=C2)NS(=O)(=O)C)N2[C@H]([C@@H](C2)O)C)F N-((R)-6-(7,7-difluoro-2-((2S,3R)-3-hydroxy-2-methylazetidin-1-yl)-6,7-dihydro-5H-cyclopenta[d]pyrimidin-4-yl)-2,3-dihydro-1H-inden-1-yl)methanesulfonamide